C(CCCCCCC)C1(C2=CC=CC=C2C=2C=CC(=CC12)N(C1=CC=C(C=C1)B1OC(C(O1)(C)C)(C)C)C1=CC=C(C=C1)B1OC(C(O1)(C)C)(C)C)CCCCCCCC 9,9-dioctyl-N,N-bis[4-(4,4,5,5-tetramethyl-1,3,2-dioxaborolan-2-yl)phenyl]-9H-fluoren-2-amine